6,7-dichloro-5-(2,6-difluorophenyl)-3H-1,4-benzodiazepine-2-Monoamine ClC1=C(C=CC2=C1C(=NCC(=N2)N)C2=C(C=CC=C2F)F)Cl